(4-(2-(3-methoxyazetidin-1-yl)ethyl)piperazin-1-yl)methanone COC1CN(C1)CCN1CCN(CC1)C=O